C1(=CC=CC2=CC=CC=C12)[C@@H](C)N1CCC(CC1)N(C(=O)C1CCC1)CC(NCC(NC\C=C\C(NC1=CC=CC=C1)=O)=O)=O (R,E)-N-(1-(1-(naphthalen-1-yl)ethyl)piperidin-4-yl)-N-(2-oxo-2-((2-oxo-2-((4-oxo-4-(phenylamino)but-2-en-1-yl)amino)ethyl)amino)ethyl)cyclobutanecarboxamide